(1R,3S)-3-{5-[5-(2-formyl-3-methanesulfonamidophenyl)-2-methylpyrazole-3-amido]-2H-pyrazol-3-yl}cyclopentyl N-isopropylcarbamate C(C)(C)NC(O[C@H]1C[C@H](CC1)C=1NN=C(C1)NC(=O)C=1N(N=C(C1)C1=C(C(=CC=C1)NS(=O)(=O)C)C=O)C)=O